1-[4-({4-[(3S,4S)-3,4-difluoropyrrolidin-1-yl]-5-(trifluoromethyl)pyrimidin-2-yl}amino)phenyl]piperidine F[C@H]1CN(C[C@@H]1F)C1=NC(=NC=C1C(F)(F)F)NC1=CC=C(C=C1)N1CCCCC1